(chloromethyl)methyl-diethoxysilane ethyl-3-((3-amino-5-methoxybenzyl)oxy)-propionate C(C)OC(CCOCC1=CC(=CC(=C1)OC)N)=O.ClC[Si](OCC)(OCC)C